3-((4-(5-chloro-2-((6,6-difluoro-4-(4-methoxybenzyl)-1,4-oxazepan-2-yl)methyl)-3-methylphenyl)pyrrolo[2,1-f][1,2,4]triazin-6-yl)methyl)-6,6-dimethyl-3-azabicyclo[3.1.0]hexane-2,4-dione ClC=1C=C(C(=C(C1)C1=NC=NN2C1=CC(=C2)CN2C(C1C(C1C2=O)(C)C)=O)CC2OCC(CN(C2)CC2=CC=C(C=C2)OC)(F)F)C